5-(6-((E)-((1S,2S,5R)-2-fluoro-9-azabicyclo[3.3.1]nonan-3-ylidene)methyl)pyridazin-3-yl)-2-(1H-imidazol-1-yl)pyridin-4-ol F[C@@H]\1[C@@H]2CCC[C@H](C/C1=C\C1=CC=C(N=N1)C=1C(=CC(=NC1)N1C=NC=C1)O)N2